ClC1=NC=2N(C=C1)N(CC2C(C)C)CC2=CC(=CC=C2)N2N=CC(=C2)[N+](=O)[O-] 5-chloro-3-isopropyl-N-(3-(4-nitro-1H-pyrazol-1-yl)benzyl)pyrazolo[1,5-a]pyrimidine